calcium magnesium water O.[Mg].[Ca]